acrylamidopropyltrimethylammonium chloride [Cl-].C(C=C)(=O)NCCC[N+](C)(C)C